O1N=C(C=C1)NS(=O)(=O)C=1C=C2C=CC(N(C2=CC1)C1=C(C=C(C(=C1)C)SC(F)(F)F)OC)=O (P)-N-(isoxazol-3-yl)-1-(2-methoxy-5-methyl-4-((trifluoromethyl)thio)phenyl)-2-oxo-1,2-dihydroquinoline-6-sulfonamide